FCCOC1=CC=C(C=N1)C=1C=C2N(N1)C(N(C2)C2=CN=CS2)=O 2-(6-(2-fluoroethoxy)pyridin-3-yl)-5-(thiazol-5-yl)-4,5-dihydro-6H-imidazo[1,5-b]pyrazol-6-one